1-(4-thiophenylphenyl)-octane-1,2-dione 2-oxime S1C(=CC=C1)C1=CC=C(C=C1)C(C(CCCCCC)=NO)=O